methyl 2-bromo-4-[(tert-butoxycarbonylamino)methyl]-5-nitro-benzoate BrC1=C(C(=O)OC)C=C(C(=C1)CNC(=O)OC(C)(C)C)[N+](=O)[O-]